1-(4-fluoro-2-methylphenyl)-3-(5-oxo-4,5-dihydropyrazin-2-yl)-7-(trifluoromethyl)-2,3-dihydroquinazolin-4(1H)-one FC1=CC(=C(C=C1)N1CN(C(C2=CC=C(C=C12)C(F)(F)F)=O)C=1N=CC(NC1)=O)C